N=1NC(N2C1C=CC=C2)=O [1,2,4]triazolo[4,3-a]pyridine-3-one